OC1=C(C=CC(=C1)OCCCCCCCC)C(=O)C1=C(C=C(C=C1)OCCCCCCCC)O [2-hydroxy-4-(octyloxy) phenyl] ketone